ClC1=NC=CC(=N1)C1=C(N2C(=NC=CC2=O)S1)C1CCOCC1 2-(2-Chloro-pyrimidin-4-yl)-3-(tetrahydro-pyran-4-yl)-thiazolo[3,2-a]pyrimidin-5-one